2-(tert-butoxycarbonyl-amino)-2-cyclooctylacetic acid C(C)(C)(C)OC(=O)NC(C(=O)O)C1CCCCCCC1